(1S,2S)-2-ALLYL-2-METHYLCYCLOPENTYL METHANESULFONATE CS(=O)(=O)O[C@@H]1[C@](CCC1)(C)CC=C